methyl 5-bromo-7,8-dichloro-1-methyl-1,2,4,9-tetrahydrospiro[carbazole-3,2'-[1,3]dioxolane]-1-carboxylate BrC1=C2C=3CC4(OCCO4)CC(C3NC2=C(C(=C1)Cl)Cl)(C(=O)OC)C